2-(1-methyl-6-oxo-1,6-dihydropyridin-2-yl)acetic acid CN1C(=CC=CC1=O)CC(=O)O